C(/C1=CC=CC=C1)=C/1\C(N(C(O1)=O)CC1=CC=C(C=C1)C)=O (Z)-5-benzylidene-3-(4-methylbenzyl)oxazolidine-2,4-dione